COC(C1=C(C=CC(=C1)\C=C\C(=O)NCC=C)OC)=O (E)-Methyl-5-(3-(allylamino)-3-oxoprop-1-en-1-yl)-2-methoxybenzoate